5-Bromo-2-fluorobenzaldehyde-1,2,3,4,5,6-13C6 Br[13C]=1[13CH]=[13CH][13C](=[13C](C=O)[13CH]1)F